FC(C(=O)O)(F)F.NC1=NN2C(N=CC=C2)=C1C(=O)NC(C)C1=CC(=C2C=NN(C2=C1OCC)CCOC)Cl 2-amino-N-{1-[4-chloro-7-ethoxy-1-(2-methoxy-ethyl)-1H-indazol-6-yl]ethyl}pyrazolo[1,5-a]pyrimidine-3-carboxamide trifluoroacetate